C(C1=CC=CC=C1)OP(=O)(OCC1=CC=CC=C1)OCCCC(=O)O 4-((bis(benzyloxy)phosphoryl)oxy)butyric acid